O=C1NC(CCC1NC1=CC=C(C=C1)C1CCN(CC1)C(=O)N1CCN(CC1)C(=O)OC(C)(C)C)=O tert-butyl 4-[4-[4-[(2,6-dioxo-3-piperidyl)amino]phenyl]piperidine-1-carbonyl]piperazine-1-carboxylate